N1(CCOCC1)C=1C=C(C=O)C=CC1 3-(morpholin-4-yl)-benzaldehyde